ClC=1C=C(OC2=CC=C(OCC34CC(C3)(C4)NS(=O)(=O)C)C=C2)C=C(C1OC1CC1)C#N N-(3-((4-(3-chloro-5-cyano-4-cyclopropoxyphenoxy)phenoxy)methyl)bicyclo[1.1.1]pentan-1-yl)methanesulfonamide